(R)-1-(3-((3'-(3-(4-(hydroxymethyl)piperidin-1-yl)propoxy)-2,2'-dimethyl-[1,1'-biphenyl]-3-yl)oxy)propyl)pyrrolidin-3-ol OCC1CCN(CC1)CCCOC=1C(=C(C=CC1)C1=C(C(=CC=C1)OCCCN1C[C@@H](CC1)O)C)C